6-(3-(6,7-dihydropyrazolo[1,5-a]pyrimidin-4(5H)-yl)-7,8-dihydro-1,6-naphthyridin-6(5H)-yl)-5-methyl-N-(thiazol-4-ylmethyl-d2)pyridazine-3-carboxamide N1=CC=C2N1CCCN2C=2C=NC=1CCN(CC1C2)C2=C(C=C(N=N2)C(=O)NC([2H])([2H])C=2N=CSC2)C